OC=1C=C(C=CC1)C=1SC2=C(N1)CC[C@@]1([C@H]3CC[C@]4([C@H]([C@@H]3CC[C@H]12)CCC4=O)C)C (5aR,5bS,7aS,10aS,10bR,12aR)-2-(3-hydroxyphenyl)-5a,7a-dimethyl-4,5,5a,5b,6,7,7a,9,10,10a,10b,11,12,12a-tetradecahydro-8H-cyclopenta[7,8]phenanthro[2,1-d]thiazol-8-one